5-(Acetyloxy)-4-(4'-chloro-4-ethyl-2'-fluoro[1,1'-biphenyl]-3-yl)-3,6-dihydro-2,2,6,6-tetramethyl-2H-pyran-3-one C(C)(=O)OC1=C(C(C(OC1(C)C)(C)C)=O)C=1C=C(C=CC1CC)C1=C(C=C(C=C1)Cl)F